OC1=CC=C(C=C1)/C(=C(\CC)/C1=CC=CC=C1)/C1=CC=C(OC2CC(C2)OC2CCN(CC2)CCOC2=CC=C3CN(C(C3=C2)=O)C2C(NC(CC2)=O)=O)C=C1 (Z)-3-(6-(2-(4-(3-(4-(1-(4-hydroxyphenyl)-2-phenylbut-1-en-1-yl)phenoxy)cyclobutoxy)piperidin-1-yl)ethoxy)-1-oxoisoindolin-2-yl)piperidine-2,6-dione